methyl-4-chloropyrimidine CC1=NC=CC(=N1)Cl